6-methoxy-3-phenyl-2-thioxo-2,3-dihydro-quinazolin-4(1H)-one COC=1C=C2C(N(C(NC2=CC1)=S)C1=CC=CC=C1)=O